2-(2-(2-(2-aminoethoxy)ethoxy)ethyl)-3-(6-chloro-2,8-dimethyl-1,2,3,4-tetrahydroisoquinolin-4-yl)benzenesulfonamide hydrochloride Cl.NCCOCCOCCC1=C(C=CC=C1C1CN(CC2=C(C=C(C=C12)Cl)C)C)S(=O)(=O)N